1-isoquinolinamine C1(=NC=CC2=CC=CC=C12)N